N-(3-(cyclobutyldifluoromethyl)phenyl)-1-(4-(difluoromethoxy)phenyl)-3-methyl-5-oxo-4,5-dihydro-1H-pyrazole-4-carboxamide C1(CCC1)C(C=1C=C(C=CC1)NC(=O)C1C(=NN(C1=O)C1=CC=C(C=C1)OC(F)F)C)(F)F